2-(OXETAN-3-YLIDENE)ACETIC ACID O1CC(C1)=CC(=O)O